COC1=CC=C(C=C1)C(OC[C@@H]1[C@H]([C@@H](CO1)N1C2=NC=NC(=C2N=C1)NC(C1=CC=CC=C1)=O)O)(C1=CC=CC=C1)C1=CC=C(C=C1)OC N-(9-((3R,4S,5R)-5-((bis(4-methoxyphenyl)(phenyl)methoxy)methyl)-4-hydroxytetrahydrofuran-3-yl)-9H-purin-6-yl)benzamide